CC1(OB(OC1(C)C)C1=CN(C2=NC=C(C=C21)C(F)(F)F)S(=O)(=O)C2=CC=C(C)C=C2)C 3-(4,4,5,5-Tetramethyl-1,3,2-dioxaborolan-2-yl)-1-tosyl-5-(trifluoromethyl)-1H-pyrrolo[2,3-b]pyridine